N-adamantyl-bicyclo[2.2.1]Hept-5-ene-2,3-dicarboximide C12(CC3CC(CC(C1)C3)C2)N2C(=O)C3C1C=CC(C3C2=O)C1